2-phenyl-2-(4-hydroxyphenyl)propane C1(=CC=CC=C1)C(C)(C)C1=CC=C(C=C1)O